4-chloro-2-((tetrahydrofuran-2-yl)methoxy)-6-(3-(m-tolyl)-1H-pyrazol-1-yl)pyrimidine ClC1=NC(=NC(=C1)N1N=C(C=C1)C=1C=C(C=CC1)C)OCC1OCCC1